tert-butyl 6-(4-(5-chloro-6-methyl-1H-indazol-4-yl)-3-(6-methoxypyridin-3-yl)-5-methyl-1H-pyrazol-1-yl)-2-azaspiro[3.3]heptane-2-carboxylate ClC=1C(=C2C=NNC2=CC1C)C=1C(=NN(C1C)C1CC2(CN(C2)C(=O)OC(C)(C)C)C1)C=1C=NC(=CC1)OC